3-(1,4-Dimethyl-1H-benzo[d][1,2,3]triazol-5-yl)-2,2-dimethyl-3-(4-methyl-3-((2-(((R)-2-methylmorpholino)methyl)-1H-imidazol-1-yl)methyl)phenyl)propanoic acid, trifluoroacetic acid salt FC(C(=O)O)(F)F.CN1N=NC2=C1C=CC(=C2C)C(C(C(=O)O)(C)C)C2=CC(=C(C=C2)C)CN2C(=NC=C2)CN2C[C@H](OCC2)C